C(C)(=O)OCC(CC1=C(NC2=CC=C(C=C12)C=1C=C(C=C(C1)O[Si](C(C)C)(C(C)C)C(C)C)C[C@@H](C(=O)OC)NC(=O)OC(C)(C)C)I)(C)C methyl (2S)-3-(3-[3-[3-(acetyloxy)-2,2-dimethylpropyl]-2-iodo-1H-indol-5-yl]-5-((triisopropylsilyl)oxy)phenyl)-2-[(tert-butoxycarbonyl)amino]propanoate